P(O)(=O)(OP(=O)(O)OP(=O)(O)O)OC[C@@H]1[C@H]([C@H]([C@@H](O1)C1=CN(C(=O)NC1=O)C)O)O N1-Methyl-Pseudouridine 5'-Triphosphate